Methyl 5-[({1-[2-fluoro-4-(trifluoromethoxy) phenyl]cyclopropyl}carbonyl) amino]-2-[4-(trifluoromethyl)-1H-pyrazol-1-yl]benzoate FC1=C(C=CC(=C1)OC(F)(F)F)C1(CC1)C(=O)NC=1C=CC(=C(C(=O)OC)C1)N1N=CC(=C1)C(F)(F)F